4,4'-methylene-bis(phenyl-dimethyl-urea) C(C1=CC=C(C=C1)N(C(=O)NC)C)C1=CC=C(C=C1)N(C(=O)NC)C